O1CCC(=CC1)C=1C(=NN(C1)CC(=O)NC1=NC=C(C=C1)C1=NC=CN=C1)C 2-[4-(3,6-dihydro-2H-pyran-4-yl)-3-methyl-pyrazol-1-yl]-N-(5-pyrazin-2-yl-2-pyridyl)acetamide